2-benzyl-7-(3-chlorophenyl)-6,7-dihydroimidazo[1,2-a]pyrazin-8(5H)-one C(C1=CC=CC=C1)C=1N=C2N(CCN(C2=O)C2=CC(=CC=C2)Cl)C1